1,4-bis[(3-(3-amino-2-hydroxypropyl)-palmitylamino)-2-hydroxypropyl]piperazine NCC(CC(CCNCC(CN1CCN(CC1)CC(CNCCC(CCCCCCCCCCCCC)CC(CN)O)O)O)CCCCCCCCCCCCC)O